(Z)-2-(2-fluoro-2-nitrovinyl)thiophene F\C(=C/C=1SC=CC1)\[N+](=O)[O-]